C(C=C)C1C2C=CC(C1)C2 2-allyl-5-norbornene